1,4-dichloro-6-methoxyphthalazine ClC1=NN=C(C2=CC(=CC=C12)OC)Cl